methyl tricarbonate C(=O)(OC)OC(=O)OC(=O)[O-]